C1N(CCC2=CC=CC=C12)C[C@H](CN1C(C2=CC=C(C=C2CC1)N1CC(N(CCC1)C)=O)=O)O 2-[(2R)-3-(3,4-Dihydro-1H-isochinolin-2-yl)-2-hydroxy-propyl]-6-(4-methyl-3-oxo-1,4-diazepan-1-yl)-3,4-dihydroisochinolin-1-on